1-chloropiperidine ClN1CCCCC1